C1(=CC=CC=2SC3=C(C21)C=CC=C3)N dibenzo[b,d]Thiophene-1-amine